1-[4-(2,3-Dimethylphenyl)piperazin-1-yl]-2-[3-(5-hydroxy-2-azabicyclo[2.2.1]heptan-2-carbonyl)-5,6-dihydrocyclopenta[c]pyrazol-1(4H)-yl]ethan-1-on CC1=C(C=CC=C1C)N1CCN(CC1)C(CN1N=C(C2=C1CCC2)C(=O)N2C1CC(C(C2)C1)O)=O